OC1(C(CCC1)N1C(C(=CC2=C1N=C(N=C2)NC2CCN(CC2)S(=O)(=O)C)C([2H])([2H])[2H])=O)C racemic-(±)-8-(2-hydroxy-2-methylcyclopentyl)-6-(methyl-d3)-2-((1-(methylsulfonyl)piperidin-4-yl)amino)pyrido[2,3-d]pyrimidin-7(8H)-one